ClC1=C2C(C(NC2=C(C=C1)Cl)=O)(CC(C=1C=NC=CC1)=O)O 4,7-dichloro-3-hydroxy-3-(2-oxo-2-(pyridin-3-yl)ethyl)indolin-2-one